COC1=C(C=C(C=C1)[N+](=O)[O-])B(O)O (2-METHOXY-5-NITROPHENYL)BORONIC ACID